7-[[2-(5-aminothiophen-3-yl)-2-methoxyiminoacetyl]amino]-3-[(5-methyl-1,3,4-thiadiazol-2-yl)sulfanylmethyl]-8-oxo-5-thia-1-azabicyclo[4.2.0]oct-2-ene-2-carboxylic acid NC1=CC(=CS1)C(C(=O)NC1C2SCC(=C(N2C1=O)C(=O)O)CSC=1SC(=NN1)C)=NOC